[2H]C(N1C(=NC2=C1C=CC=C2F)C2=NON=C2C)(C=2C=NC=CC2)[2H] 3-[1-[bis-deutero(pyridin-3-yl)methyl]-4-fluoro-benzoimidazol-2-yl]-4-methyl-1,2,5-oxadiazole